4-((1r,4r)-4-((4-(5-(cyclopropylmethyl)-1-methyl-1H-pyrazol-4-yl)-5-fluoropyrimidin-2-yl)amino)cyclohexyl)-3,6-dioxo-1-phenyl-2-oxa-4,7,12-triazatetradecan-14-oic acid C1(CC1)CC1=C(C=NN1C)C1=NC(=NC=C1F)NC1CCC(CC1)N(C(OCC1=CC=CC=C1)=O)CC(NCCCCNCC(=O)O)=O